(6S)-6-(2-Chloro-3-{[6-(morpholin-4-yl)pyridin-3-yl]amino}phenyl)-2-imino-6-methyl-3-(tetrahydropyran-4-yl)hexahydropyrimidin-4-one ClC1=C(C=CC=C1NC=1C=NC(=CC1)N1CCOCC1)[C@@]1(CC(N(C(N1)=N)C1CCOCC1)=O)C